(2S,4S)-N-(5-(tert-butyl)-4-methylthiazol-2-yl)-1-methyl-4-((7-(5-methyl-1,2,4-oxadiazol-3-yl)isoquinolin-1-yl)amino)pyrrolidine-2-carboxamide C(C)(C)(C)C1=C(N=C(S1)NC(=O)[C@H]1N(C[C@H](C1)NC1=NC=CC2=CC=C(C=C12)C1=NOC(=N1)C)C)C